2-hydroxy-phenyl-1-(2-hydroxy-phenyl)-2-ethoxyphenyl-1-butanone OC1=C(C=CC=C1)C(C(=O)C1(C(C=CC=C1)OCC)C1=C(C=CC=C1)O)CC